C(C)OC(=O)C1=NOC(=C1C)CN1C(N(C=2N=CN(C2C1=O)C)C)=O Methyl-5-((3,7-dimethyl-2,6-dioxo-2,3,6,7-tetrahydro-1H-purin-1-yl)methyl)isoxazole-3-carboxylic acid Ethyl ester